CS(=O)(=NC1=NC(=NC(=C1)N1[C@@H](COCC1)C)C1=C2C(=NC=C1)N(C(=C2)C)S(=O)(=O)C2=CC=C(C)C=C2)C (R)-dimethyl((2-(2-methyl-1-tosyl-1H-pyrrolo[2,3-b]pyridin-4-yl)-6-(3-methylmorpholino)pyrimidin-4-yl)imino)-λ6-sulfanone